C1(=CC=C(C=C1)C1=NNC(=N1)SCC)C1=NNC(=N1)SCC 3,3'-(1,4-Phenylene)bis(5-ethylsulfanyl-1,2,4-triazole)